COC(=O)C1CCN(CC1)C(=O)OC(C)(C)C piperidine-1,4-dicarboxylic acid 1-(tert-butyl) ester 4-methyl ester